4-[(4-nitro-1H-pyrazol-1-yl)methyl]Piperidine-1-carboxylic acid tert-butyl ester C(C)(C)(C)OC(=O)N1CCC(CC1)CN1N=CC(=C1)[N+](=O)[O-]